(6-chlorochroman-3-yl)(1-(2-(dimethylamino)ethyl)-6-(5-methoxy-1H-pyrazol-4-yl)-1H-pyrrolo[3,2-c]pyridin-3-yl)methanone ClC=1C=C2CC(COC2=CC1)C(=O)C1=CN(C2=C1C=NC(=C2)C=2C=NNC2OC)CCN(C)C